ClC1=CC(=C(C=C1)C1=NC(=CN2C1=NC(=C(C2=O)C)C)[C@@H]2C[C@@H](OCC2)C=2C=NN(C2)CC2CC2)F 9-(4-Chloro-2-fluorophenyl)-7-((2R,4S)-2-(1-(cyclopropylmethyl)-1H-pyrazol-4-yl)tetrahydro-2H-pyran-4-yl)-2,3-dimethyl-4H-pyrazino[1,2-a]pyrimidin-4-one